C(C)SC=1C(=NC=CC1)C1=NC=2C(=NC=C(C2)I)N1C 2-(3-ethylsulfanyl-pyridin-2-yl)-6-iodo-3-methyl-3H-imidazo[4,5-b]pyridine